NC1=C(C=2C(=NN(C2C(F)(F)F)CC)N1C1=C(C(=CC=C1C)OC)C)C(=O)N 5-Amino-2-ethyl-6-(3-methoxy-2,6-dimethylphenyl)-3-(trifluoromethyl)-2,6-dihydropyrrolo[2,3-C]pyrazole-4-carboxamide